1-(3-fluoro-4-hydroxyphenyl)-2-((3aR,5s,6aS)-5-(4-methoxyphenoxy)hexahydrocyclopenta[c]pyrrol-2(1H)-yl)ethanone FC=1C=C(C=CC1O)C(CN1C[C@@H]2[C@H](C1)CC(C2)OC2=CC=C(C=C2)OC)=O